N1=C(N=CC(=C1)[C@H]1[C@@H](C1)C=1C=C(C(=C(C1)N[C@H]1CN(CC1)C)F)F)C1=NC=CC=N1 trans-(3R)-N-(5-(2-([2,2'-Bipyrimidin]-5-yl)cyclopropyl)-2,3-difluorophenyl)-1-methylpyrrolidin-3-amine